FC1=NC=CC=C1C 2-fluoro-3-methylpyridine